CC1CCN(CC1)C1CC2(CN(C2)C(=O)OC(C)(C)C)C1 Tert-butyl 6-(4-methylpiperidin-1-yl)-2-azaspiro[3.3]heptane-2-carboxylate